(2E)-2-{2-[({[(2E,3E)-4-(2,6-dichlorophenyl)but-3-en-2-ylidene]amino}oxy)methyl]phenyl}-2-(methoxyimino)-N-methylacetamide ClC1=C(C(=CC=C1)Cl)/C=C/C(/C)=N/OCC1=C(C=CC=C1)\C(\C(=O)NC)=N/OC